3-{3-[3-ethyl-8-(trifluoromethyl)quinolin-4-yl]phenoxy}benzene C(C)C=1C=NC2=C(C=CC=C2C1C=1C=C(OC=2C=CC=CC2)C=CC1)C(F)(F)F